9-chloro-5,5-dioxo-5λ6-thia-2,4-diazabicyclo[4.4.0]deca-6,8,10-triene-8-sulfonamide ClC1=C(C=C2S(NCNC2=C1)(=O)=O)S(=O)(=O)N